1-(3-chloropyridin-2-yl)ethane-1-one ClC=1C(=NC=CC1)C(C)=O